2-(4-((4-chlorobenzyl)oxy)-2-(trifluoromethyl)phenyl)-1-(1H-1,2,4-triazol-1-yl)propan-2-ol ClC1=CC=C(COC2=CC(=C(C=C2)C(CN2N=CN=C2)(C)O)C(F)(F)F)C=C1